(2S,3R)-2-amino-3-((tetrahydro-2H-pyran-4-yl)methoxy)-1-(4-(thiazol-2-yl)piperidin-1-yl)butan-1-one N[C@H](C(=O)N1CCC(CC1)C=1SC=CN1)[C@@H](C)OCC1CCOCC1